C(C)(C)(C)C1=CC=C(C(=N1)F)OC 6-(tert-butyl)-2-fluoro-3-methoxypyridine